(R)-N4-(1-(3-(difluoromethyl)-2-fluorophenyl)ethyl)-N6-(2-methoxypyrimidine-5-yl)-N6,2-dimethylquinazoline-4,6-diamine FC(C=1C(=C(C=CC1)[C@@H](C)NC1=NC(=NC2=CC=C(C=C12)N(C)C=1C=NC(=NC1)OC)C)F)F